(7S)-2-((trans-3-(3-fluoro-4-(trifluoromethoxy)phenoxy)cyclobutyl)amino)-4,5,7,8-tetramethyl-7,8-dihydropteridin-6(5H)-one FC=1C=C(O[C@@H]2C[C@H](C2)NC2=NC=3N([C@H](C(N(C3C(=N2)C)C)=O)C)C)C=CC1OC(F)(F)F